2-(5-bromo-2-methylpyrimidine-4-carbonyl)-8,8-dimethyl-7-oxo-2-azaspiro[3.5]non-5-ene-6-carbonitrile BrC=1C(=NC(=NC1)C)C(=O)N1CC2(C1)C=C(C(C(C2)(C)C)=O)C#N